3-(5-fluoro-2-methylbenzyl)-6-(piperazin-1-yl)isobenzofuran-1(3H)-one hydrochloride Cl.FC=1C=CC(=C(CC2OC(C3=CC(=CC=C23)N2CCNCC2)=O)C1)C